C1(=CC(=CC(=C1)C)C)C(CCCCCCCCO)CCCCCCCCC.[K] potassium 9-(3,5-xylyl)octadecyl alcohol